COCCN1C(C(=CCC1)C1=CC=2C(=NC=CC2NC=2C=CC3=C(N=CS3)C2)S1)C N-(2-(1-(2-methoxyethyl)-2-methyl-1,2,5,6-tetrahydropyridin-3-yl)thieno[2,3-b]pyridin-4-yl)benzo[d]thiazol-5-amine